2-(2-((3R,4R)-3-Amino-4-fluoropiperidin-1-yl)-5,6-difluoro-1H-benzo[d]imidazol-1-yl)-1-(6,6-difluoro-2-azaspiro[3.3]heptan-2-yl)ethanon N[C@@H]1CN(CC[C@H]1F)C1=NC2=C(N1CC(=O)N1CC3(C1)CC(C3)(F)F)C=C(C(=C2)F)F